C(C)OC(C(C1=CC(=C(C=C1)OC)O)O)=O ethyl-2-hydroxy-2-(3-hydroxy-4-methoxyphenyl)acetate